C1C2C3CCCC3C1CC2 hexahydro-4,7-methyleneindan